CN(CCC1=CN(C2=CC=CC=C12)C(C)=O)C 1-[3-[2-(dimethylamino)ethyl]indol-1-yl]ethanone